tris(4-methoxy-3,5-dimethylphenyl)phosphine COC1=C(C=C(C=C1C)P(C1=CC(=C(C(=C1)C)OC)C)C1=CC(=C(C(=C1)C)OC)C)C